CC(CCCC(C)C1=C(C=CC=C1)S(=O)(=O)O)C 6-methylheptan-2-yl-(benzenesulfonic acid)